(R)-1-benzyl-3-(diphenylphosphaneyl)-2-(4,6,7-trimethyl-2-tosylisoindolin-5-yl)-2,3-dihydro-1H-naphtho[1,8-de][1,3,2]diazaborinine C(C1=CC=CC=C1)N1B(N(C2=C3C1=CC=CC3=CC=C2)P(C2=CC=CC=C2)C2=CC=CC=C2)C=2C(=C3CN(CC3=C(C2C)C)S(=O)(=O)C2=CC=C(C)C=C2)C